ClC=1N=C(C2=C(N1)C=C(O2)C=2CN(CCC2)C)N2CCOCC2 2-chloro-6-(1-methyl-1,2,5,6-tetrahydropyridin-3-yl)-4-morpholinofuro[3,2-d]pyrimidine